N-(3-(tert-butyl)-5-hydroxyphenyl)-1-(2,5-dimethoxyphenyl)-5-methyl-1H-1,2,3-triazole-4-carboxamide C(C)(C)(C)C=1C=C(C=C(C1)O)NC(=O)C=1N=NN(C1C)C1=C(C=CC(=C1)OC)OC